3-(3-bromo-4-(2-cyclopropyl-2-oxoethoxy)phenyl)-2-(4-(tert-butyl)-3-chlorophenyl)-7-fluoro-1-oxo-1,2,3,4-tetrahydroisoquinoline-4-carboxylate BrC=1C=C(C=CC1OCC(=O)C1CC1)C1N(C(C2=CC(=CC=C2C1C(=O)[O-])F)=O)C1=CC(=C(C=C1)C(C)(C)C)Cl